OC1=CC=C(C=C1)C1=CC(=CC2=C1[SH+]C1=C2C=CC=C1)C(C1=CC=C(C=C1)OC)C1OCCCCO1 4-4-hydroxyphenyl-2-[1,3-dioxepan-2-yl-(4-methoxyphenyl)methyl]dibenzothiophenium